ClC=1C(=C(C=CC1)CC(C)=O)F 1-(3-chloro-2-fluorophenyl)propan-2-one